N1=CC(=CC=C1)CN1N=CC=C1 1-[(pyridin-3-yl)methyl]-1H-pyrazol